ClC1=NC=C(C(=N1)NCC(C)(C)NC(OC(C)(C)C)=O)[N+](=O)[O-] tert-butyl (1-((2-chloro-5-nitropyrimidin-4-yl)amino)-2-methylpropan-2-yl)carbamate